COC=1C(=NN(C1SCC1=CC=C(C=C1)C(N)=N)C(C1=C(C=CC=C1)OC)=O)C1CN(CC1C(F)(F)F)CC(=O)N1CCOCC1 4-({[4-methoxy-1-(2-methoxybenzoyl)-3-{1-[2-(morpholin-4-yl)-2-oxoethyl]-4-(trifluoromethyl)pyrrolidin-3-yl}-1H-pyrazol-5-yl]sulfanyl}methyl)benzene-1-carboximidamide